[K+].S(=O)(=O)([O-])[O-].C(CCCCCCC\C=C/C[C@H](O)CCCCCC)(=O)O.[K+] ricinoleic acid sulfate potassium salt